C(C)C(CCCCC)=C 6-Ethyl-6-heptene